NC(C)C=1C=C(N)C=C(C1F)C(F)(F)F 3-(1-aminoethyl)-4-fluoro-5-(trifluoromethyl)aniline